C1(=CC=CC=C1)N1N=NC(=C1)C(=O)O 1-phenyl-1H-1,2,3-triazole-4-carboxylic acid